OC1=C(C=CC=C1)C1=CC2=C(N=N1)C=C(S2)N2CCN(CC2)C2=NC=C(C=N2)C2=NOC(=C2)C(C(=O)OC)C(C)C methyl 2-[3-(2-{4-[3-(2-hydroxyphenyl)thieno[3,2-c]pyridazin-6-yl]piperazin-1-yl}pyrimidin-5-yl)-1,2-oxazol-5-yl]-3-methylbutanoate